C1C2(CCC3=C(C=CC=C13)NC(OC(C)(C)C)=O)CCCC2 tert-butyl {3',4'-dihydro-1'H-spiro[cyclopentane-1,2'-naphthalen]-5'-yl}carbamate